ClC=1C=C(N(C1)S(=O)(=O)C1=CC=C(C)C=C1)C=1C=NN(C1)CC1COC1 4-chloro-2-(1-(oxetan-3-ylmethyl)-1H-pyrazol-4-yl)-1-p-toluenesulfonyl-1H-pyrrole